S=C1NC2=C(OC[C@@H]1NC(OCC1=CC=CC=C1)=O)C=CC=C2 (S)-benzyl 4-thioxo-2,3,4,5-tetrahydrobenzo[b][1,4]oxazepin-3-ylcarbamate